CC1=CC=CC(=N1)C1=NC=CC(=N1)NC1=NC(=NC=C1)NC1=CC=C(C=C1)S(=O)(=O)N 4-((4-((2-(6-methylpyridin-2-yl)pyrimidin-4-yl)amino)pyrimidin-2-yl)amino)benzenesulfonamide